FC=1C=C(C(NC1)=O)[C@@H]1N(C[C@H](C1)F)C=1C=CC=2N(N1)C(=CN2)C2=NC=CC(=N2)CCO 5-fluoro-3-((2R,4S)-4-fluoro-1-(3-(4-(2-hydroxyethyl)pyrimidin-2-yl)imidazo[1,2-b]pyridazin-6-yl)pyrrolidin-2-yl)pyridin-2(1H)-one